3-(azetidin-3-yl)-1-(2-(2-methoxyphenyl)-2-((tetrahydro-2H-pyran-4-yl)oxy)ethyl)-5-methyl-6-(oxazol-2-yl)thieno[2,3-d]pyrimidine-2,4(1H,3H)-dione N1CC(C1)N1C(N(C2=C(C1=O)C(=C(S2)C=2OC=CN2)C)CC(OC2CCOCC2)C2=C(C=CC=C2)OC)=O